C(=O)C1=C(C=CC(=C1)C1=C2C=NNC2=CC=C1)O 2-formyl-4-(1H-indazol-4-yl)phenol